ClC1=C(C=CC=C1)C(C(C)C=1N(C(C(=C(N1)C(=O)NC=1C=NOC1)O)=O)C)C1=CC=CC=C1 2-[1-(2-chlorophenyl)-1-phenylpropan-2-yl]-5-hydroxy-1-methyl-N-(1,2-oxazol-4-yl)-6-oxopyrimidine-4-carboxamide